C12(CCC(CC1)C2)C(C)(C)OC(=O)C2C1C=CC(C2)C1 5-(2-norbornyl-2-propoxycarbonyl)-bicyclo[2.2.1]Hept-2-ene